5-[4-[(7-ethyl-6-oxo-5H-1,5-naphthyridin-3-yl)methyl]piperazin-1-yl]-6-fluoro-N-methylpyridine-2-carboxamide C(C)C=1C(NC=2C=C(C=NC2C1)CN1CCN(CC1)C=1C=CC(=NC1F)C(=O)NC)=O